{4-[cyclopropyl-(methyl)amino]-5H,6H,7H,8H-pyrido[3,4-d]pyrimidine-7-carbonyl}-6-methyl-N-(1-methylcyclopropyl)furo[2,3-d]pyrimidin-4-amine C1(CC1)N(C=1C2=C(N=CN1)CN(CC2)C(=O)C=2N=C(C1=C(N2)OC(=C1)C)NC1(CC1)C)C